5-(benzyloxy)-2-(o-tolyl)-1H-indole C(C1=CC=CC=C1)OC=1C=C2C=C(NC2=CC1)C1=C(C=CC=C1)C